NC1=CC=CC(=N1)C1=CC=C(C=C1)NC(C[C@H]1C[C@H](N(C1)C=1C2=C(N=C(N1)C)C1=C(O2)C=CC=C1)C(=O)O)=O (2S,4R)-4-(2-((4-(6-aminopyridin-2-yl)phenyl)amino)-2-oxoethyl)-1-(2-methylbenzofuro[3,2-d]pyrimidin-4-yl)pyrrolidine-2-carboxylic acid